(3S)-N-[3-[2-(5-hydroxy-2-oxopiperidin-1-yl)-6-(morpholin-4-yl)pyridin-4-yl]-4-methylphenyl]-3-(2,2,2-trifluoroethyl)pyrrolidine-1-carboxamide OC1CCC(N(C1)C1=NC(=CC(=C1)C=1C=C(C=CC1C)NC(=O)N1C[C@@H](CC1)CC(F)(F)F)N1CCOCC1)=O